C1(CCCCC1)N1/C(/SC(C1=O)=CC1=CC=C(C=C1)OC)=N/C1=CC=C(C=C1)S(=O)(=O)N 4-(((2Z)-3-cyclohexyl-5-(4-methoxybenzylidene)-4-oxothiazolidin-2-ylidene)amino)benzenesulphonamide